C(C)(C)(C)OC(=O)N1[C@@H]2[C@@H]([C@H](C[C@H]1CCC2)O)F |r| (±)-(1s,2s,3s,5r)-2-fluoro-3-hydroxy-9-azabicyclo[3.3.1]nonane-9-carboxylic acid tert-butyl ester